C1(=CCCCC1)C=1C=C2C=CNC2=CC1 5-(cyclohex-1-en-1-yl)-1H-indol